C(C)(C)(C)C=1C=C(C=C(C1O)C)CCC(=O)OCC(C)(C)C1OCC2(CO1)COC(OC2)C(COC(CCC2=CC(=C(C(=C2)C)O)C(C)(C)C)=O)(C)C 3,9-bis[2-{3-(3-tertbutyl-4-hydroxy-5-methylphenyl)propionyloxy}-1,1-dimethylethyl]-2,4,8,10-tetraoxaspiro[5.5]undecane